(S)-4-iodo-5-methyl-1-(oxetan-2-ylmethyl)-1H-imidazole-2-carbaldehyde IC=1N=C(N(C1C)C[C@H]1OCC1)C=O